Rac-(3S)-1-[3-[6-(2,2-difluoro-5-azaspiro[2.4]heptane-5-yl)-3-pyridinyl]azetidine-1-carbonyl]pyrrolidine-3-carboxamide FC1(CC12CN(CC2)C2=CC=C(C=N2)C2CN(C2)C(=O)N2C[C@H](CC2)C(=O)N)F |r|